F[B]F cis-difluoroboron